C(CCC)C1N(CCC(C1)(F)CN1C[C@H](O[C@H](C1)C)C)C(=O)OCCCNC1=NC=CC(=C1)C=1C=C2C(=NNC2=CC1)N 3-((4-(3-Amino-1H-indazol-5-yl)pyridin-2-yl)amino)propan-1-ol butyl-4-{[(2R,6S)-2,6-dimethylmorpholin-4-yl]methyl}-4-fluoropiperidine-1-carboxylate